ClC=1C(=C(C=CC1)O)C(C[N+](=O)[O-])CCO 3-Chloro-2-(4-hydroxy-1-nitrobutan-2-yl)phenol